(2E,4E)-11,11,11-trifluoroundeca-2,4-dienoic acid FC(CCCCC/C=C/C=C/C(=O)O)(F)F